COCCC=1C(=NC(=C(C1)N1CCNCC1)C)C(=O)N (2-methoxyethyl)-6-methyl-5-(piperazin-1-yl)pyridinecarboxamide